BrCCCCCOC=1C(=CC2=C(NC[C@H]3N(C2=O)C=C(C3)C3=CC=C(C=C3)SC3CC3)C1)OC (S)-8-((5-Bromopentyl)oxy)-2-(4-(cyclopropylthio)phenyl)-7-methoxy-1,10,11,11a-tetrahydro-5H-benzo[e]pyrrolo[1,2-a][1,4]diazepin-5-one